FC1=C(C(=C2C=CNC2=C1F)C)OC=1C=CC(=C(C1)C=1NC=C(N1)CC=1C(=C(C=CC1)CCC(=O)O)F)F 3-(3-((2-(5-((6,7-difluoro-4-methyl-1H-indol-5-yl)oxy)-2-fluorophenyl)-1H-imidazol-4-yl)methyl)-2-fluorophenyl)propanoic acid